N-(3-((tert-butyldimethylsilyl)oxy)-3-(4-chloro-3-fluorophenyl)propyl)-3-(pyridin-4-yl)isothiazol-5-amine [Si](C)(C)(C(C)(C)C)OC(CCNC1=CC(=NS1)C1=CC=NC=C1)C1=CC(=C(C=C1)Cl)F